1,5-dimethyl-2,4-bis(phenylmethyl)-1,2,4,5-tetrazine-3,6-dione CN1N(C(N(N(C1=O)C)CC1=CC=CC=C1)=O)CC1=CC=CC=C1